O(C1=CC=CC=C1)C1=C(C(=O)NC2=CC(=NC=C2)C(=O)O)C=CC=C1 4-(2-Phenoxybenzamido)picolinic acid